2',5'-difluoro-[1,1'-biphenyl] FC1=C(C=C(C=C1)F)C1=CC=CC=C1